2-Chloro-12-(ethylthio)-1,9,9-trifluoro-4,5,5a,6,9,10-hexahydro-8H-7-oxa-3,10a,11,13-tetraazanaphtho[1,8-ab]heptalene ClC=1C(=C2N=C(N=C3C2=C(CCC2COCC(CN32)(F)F)N1)SCC)F